C(C)(C)(C)N(C(O)=O)C1=NC(=CC(=C1)Cl)Cl.O1C(=C(C=C1)C(=O)O)C(=O)O furanDiformic acid tert-butyl-(4,6-dichloropyridin-2-yl)carbamate